C[Si](CCOCN1N=C(N=C1)N)(C)C 1-{[2-(trimethylsilyl)ethoxy]methyl}-1H-1,2,4-triazol-3-amine